3-(2-((methanesulfonyl)oxy)ethyl)piperidine-1-carboxylic acid tert-butyl ester C(C)(C)(C)OC(=O)N1CC(CCC1)CCOS(=O)(=O)C